COC=1C=C(C=CC1\N=N\C1=CC=C(C=C1)[N+](=O)[O-])N1CCC1 (E)-1-(3-methoxy-4-((4-nitrophenyl)diazenyl)phenyl)azetidine